N-(2-chloroethyl)-N-(3,5-dimethoxyphenyl)-3-(1-methyl-1H-pyrazol-4-yl)-6-quinoxalineamine ClCCN(C=1C=C2N=C(C=NC2=CC1)C=1C=NN(C1)C)C1=CC(=CC(=C1)OC)OC